methyl 3-(3,7-dimethyl-3H-[1,2,3]triazolo[4,5-b]pyridin-6-yl)-3-(7-{[(4-methoxybenzyl)oxy]methyl}-1-benzothiophen-5-yl)-2,2-dimethylpropanoate CN1N=NC=2C1=NC=C(C2C)C(C(C(=O)OC)(C)C)C=2C=C(C1=C(C=CS1)C2)COCC2=CC=C(C=C2)OC